C(C1=CC=CC=C1)OC1=C2C(=CNC2=C(C=C1)F)CCN 2-(4-(benzyloxy)-7-fluoro-1H-indol-3-yl)ethan-1-amine